The molecule is a steroid acid that is 5beta-cholestan-26-oic acid which is substituted by hydroxy groups as the 3alpha, 7alpha, and 12alpha positions. It has a role as a human metabolite. It is a hydroxy monocarboxylic acid, a 3alpha-hydroxy steroid, a 7alpha-hydroxy steroid, a 12alpha-hydroxy steroid and a steroid acid. It is a conjugate acid of a 3alpha,7alpha,12alpha-trihydroxy-5beta-cholestan-26-oate(1-). It derives from a hydride of a 5beta-cholestane. C[C@H](CCCC(C)C(=O)O)[C@H]1CC[C@@H]2[C@@]1([C@H](C[C@H]3[C@H]2[C@@H](C[C@H]4[C@@]3(CC[C@H](C4)O)C)O)O)C